CN(C1CC(C1)N)C=1C2=C(N=CN1)NC=C2 (1s,3s)-N1-Methyl-N1-(7H-pyrrolo[2,3-d]pyrimidin-4-yl)cyclobutane-1,3-diamine